OC1=C(C2=CC=CC=C2C=C1)N=NC1=CC=C(C=C1)S(=O)(=O)[O-] 4-[(2-hydroxy-1-naphthyl) azo]benzenesulfonate